BrC=1C=NN(C1C1=CC=C(C=C1)OC)C(F)F 4-bromo-1-(difluoromethyl)-5-(4-methoxyphenyl)-1H-pyrazole